ClC=1C(=C(C(=CC1Cl)Cl)OC(C(=O)OC1=C(C(=C(C=C1Cl)Cl)Cl)C(=O)OCCCCC(C)C)=O)C(=O)OCCCCC(C)C bis{3,4,6-trichloro [(5-methylhexyloxy)carbonyl] phenyl}oxalate